5-bromo-6-isopropoxy-2H-pyrazolo[3,4-b]Pyridine BrC1=CC=2C(N=C1OC(C)C)=NNC2